5-(benzyloxy)-4-(5-(((tetrahydrofuran-3-yl)amino)methyl)isoindoline-2-carbonyl)-1,3-phenylene bis(4-methylbenzenesulfonate) CC1=CC=C(C=C1)S(=O)(=O)OC1=CC(=C(C(=C1)OCC1=CC=CC=C1)C(=O)N1CC2=CC=C(C=C2C1)CNC1COCC1)OS(=O)(=O)C1=CC=C(C=C1)C